N2-((3R,4R)-3-fluoro-1-methylpiperidin-4-yl)-5-(imidazo[1,2-b]pyridazin-6-yl)-N4-methyl-7H-pyrrolo[2,3-d]pyrimidine-2,4-diamine F[C@@H]1CN(CC[C@H]1NC=1N=C(C2=C(N1)NC=C2C=2C=CC=1N(N2)C=CN1)NC)C